ClC=1C=CC2=C([C@@H](C[C@@H](O2)C(=O)N[C@@H]2[C@H]3C[C@@H]([C@@H](C2)O3)C(NCC3=NC=C(C=C3)C(F)(F)F)=O)O)C1 |&1:13,14,16,17| (2R,4R)-6-chloro-4-hydroxy-N-[(1RS,2SR,4RS,5SR)-5-({[5-(trifluoromethyl)pyridin-2-yl]methyl}carbamoyl)-7-oxabicyclo[2.2.1]hept-2-yl]-3,4-dihydro-2H-1-benzopyran-2-carboxamide